(4-((1H-1,2,4-triazol-1-yl)sulfonyl)phenyl)(4-(3-methoxyphenyl)piperazin-1-yl)-methanone N1(N=CN=C1)S(=O)(=O)C1=CC=C(C=C1)C(=O)N1CCN(CC1)C1=CC(=CC=C1)OC